O=S1(CCNCC1)=NCC1CCN(CC1)C(=O)OCC1=CC=CC=C1 benzyl 4-[[(1-oxo-1,4-thiazinan-1-ylidene)amino]methyl]piperidine-1-carboxylate